[O].C1CCCC1 cyclopentane Oxygen